(±)-trans-4-cyclohexyl-N-[3-(pyridin-3-yl)phenyl]pyrrolidine-3-carboxamide dihydrochloride Cl.Cl.C1(CCCCC1)[C@H]1[C@@H](CNC1)C(=O)NC1=CC(=CC=C1)C=1C=NC=CC1 |r|